C(C)(C)(C)OC(=O)N1CC(CC1)(O)CC=1C=NC(=CC1Cl)Cl 3-((4,6-dichloropyridin-3-yl)methyl)-3-hydroxypyrrolidine-1-carboxylic acid tert-butyl ester